CN1N=C(C=C1C1=NC=CC=C1)C(=O)O 1-methyl-5-(pyridin-2-yl)-1H-pyrazole-3-carboxylic acid